COC(=O)C=1C(=NC(=CC1)C(F)(F)F)CCCO[Si](C)(C)C(C)(C)C 2-[3-[tert-butyl-(dimethyl)silyl]oxypropyl]-6-(trifluoromethyl)pyridine-3-carboxylic acid methyl ester